C(C1=CC=CC=C1)OC=1C=C2C(=C(N(C2=CC1)C1=CC(=C(C=C1)F)C)C(C)C)C1CC(C1)C(=O)O 3-[5-benzyloxy-1-(4-fluoro-3-methyl-phenyl)-2-isopropyl-indol-3-yl]Cyclobutanecarboxylic acid